Methyl 3-(N-(2-(5-cyanothiophen-2-yl)-5-(methylsulfonyl)phenyl)sulfamoyl)-4-cyclopropylbenzoate C(#N)C1=CC=C(S1)C1=C(C=C(C=C1)S(=O)(=O)C)NS(=O)(=O)C=1C=C(C(=O)OC)C=CC1C1CC1